5-bromo-7-methylpyrazolo[1,5-a]pyridine BrC1=CC=2N(C(=C1)C)N=CC2